COC(=O)C1=CSC=2C1=NC(=CC2C(F)(F)F)Cl 5-chloro-7-(trifluoromethyl)thieno[3,2-b]pyridine-3-carboxylic acid methyl ester